dimethylphosphinic acid CP(O)(=O)C